1'-(3-(8-fluoro-5-methyl-1-oxo-1,2-dihydroisoquinolin-3-yl)propanoyl)-1',2',3',6'-tetrahydro-[2,4'-bipyridine]-5-carbonitrile FC=1C=CC(=C2C=C(NC(C12)=O)CCC(=O)N1CCC(=CC1)C1=NC=C(C=C1)C#N)C